6-hydroxybenzofuran-2-carboxamide OC1=CC2=C(C=C(O2)C(=O)N)C=C1